CC=1C=CC=C2C(=CNC12)C=O 7-methylindole-3-formaldehyde